iodine pyrrolo[2,1-f][1,2,4]triazine N=1N2C(C=NC1)=CC=C2.[I]